CNC(C1=NC(=C(C=C1)C1CCNCC1)C)=O N,6-dimethyl-5-(piperidin-4-yl)picolinamide